N(=[N+]=[N-])CC1=CC=C(C=C1)C(C)Cl 1-(Azidomethyl)-4-(1-chloroethyl)benzene